(1S,3aR,6aS)-2-((S)-2-(2-((3S,5S,7S)-adamantan-1-yl)acetamido)-3,3-dimethylbutanoyl)-N-((S)-3-amino-1-cyclohexyl-2,3-dioxopropyl)octahydro-cyclopenta[c]pyrrole-1-carboxamide C12(CC3CC(CC(C1)C3)C2)CC(=O)N[C@H](C(=O)N2[C@@H]([C@@H]3[C@H](C2)CCC3)C(=O)N[C@H](C(C(=O)N)=O)C3CCCCC3)C(C)(C)C